C(C)(C)(C)C=1N=CC=2N(C1)C(=CN2)C2=C(C=C(C(=N2)N[C@H]2CNCC[C@@H]2F)F)F 6-(6-(tert-butyl)imidazo[1,2-a]pyrazin-3-yl)-3,5-difluoro-N-((3S,4S)-4-fluoropiperidin-3-yl)pyridin-2-amine